azaoctan NCCCCCCC